FCC(=O)C1=CC=CC=C1 fluorophenyl-1-ethanone